1-(9Z-heptadecenoyl)-2-(13Z,16Z-docosadienoyl)-glycero-3-phosphocholine CCCCCCC/C=C\CCCCCCCC(=O)OC[C@H](COP(=O)([O-])OCC[N+](C)(C)C)OC(=O)CCCCCCCCCCC/C=C\C/C=C\CCCCC